2,3-dibromo-5-methylpyridine BrC1=NC=C(C=C1Br)C